N-[2-[4,5-Dihydro-5-oxo-4-(2,2,2-trifluoro-1,1-dimethylethyl)-3-(trifluoromethyl)-1H-1,2,4-triazol-1-yl]ethyl]-2-(trifluoromethyl)benzamide O=C1N(C(=NN1CCNC(C1=C(C=CC=C1)C(F)(F)F)=O)C(F)(F)F)C(C(F)(F)F)(C)C